P(=O)(O)([O-])[O-].[Na+].[Na+] Disodium Hydrogen Phosphate